C(C)[Si](N[Si](CC)(CC)CC)(CC)CC 1,1,1,3,3,3-hexaethyldisilazane